CC(=CC1C(=CCCC1(C)C)C)C(CC)=O 2-methyl-1-(2,6,6-trimethylcyclohex-2-en-1-yl)pent-1-en-3-one